2-[3-(aminomethyl)-2-fluoro-6-(trifluoromethyl)phenyl]-6-(difluoromethyl)pyrimidin-4(3H)-one NCC=1C(=C(C(=CC1)C(F)(F)F)C1=NC(=CC(N1)=O)C(F)F)F